O[C@H]1C[C@H](CC1)C=1C=C(N(N1)C(C)(C)C)NC=1C=C2CCCN(C2=CC1)CC1=CC=C(C=C1)OC 6-({5-[(1S,3R)-3-hydroxycyclopentyl]-2-(2-methylprop-2-yl)pyrazol-3-yl}amino)-1-[(4-methoxyphenyl)methyl]-1,2,3,4-tetrahydroquinolin